C(C)(C)OC(C)(C)C=1N=C(SC1)NC=1N=CC=C2C1N(C=C2)CC2=CC=NC=C2 4-(2-isopropoxyprop-2-yl)-N-(1-(pyridin-4-ylmethyl)-1H-pyrrolo[2,3-c]pyridin-7-yl)thiazol-2-amine